C1(CC1)C=1N=NN(C1)[C@H](C(=O)N1[C@@H](C[C@H](C1)O)C(=O)NCC1=NN=NN1C1=CC=C(C=C1)F)C(C)(C)C (2S,4r)-1-[(2S)-2-(4-cyclopropyl-triazol-1-yl)-3,3-dimethyl-butyryl]-N-[[1-(4-fluorophenyl)tetrazol-5-yl]methyl]-4-hydroxy-pyrrolidine-2-carboxamide